N1CCC(CC1)COC1=CC(=CC=C1)OCC1CCNCC1 1,3-bis(piperidin-4-ylmethoxy)benzene